N[C@@H]1C[C@@](N(C1)C(=O)OC(C)(C)C)(C(=O)OCC1=CC=CC=C1)CCCCB1OC(C(O1)(C)C)(C)C (2R,4R)-2-Benzyl 1-Tert-Butyl 4-Amino-2-(4-(4,4,5,5-Tetramethyl-1,3,2-Dioxaborolan-2-yl)Butyl)Pyrrolidine-1,2-Dicarboxylate